1,1,2,2-tetrakis(3-methyl-4-hydroxyphenyl)ethane CC=1C=C(C=CC1O)C(C(C1=CC(=C(C=C1)O)C)C1=CC(=C(C=C1)O)C)C1=CC(=C(C=C1)O)C